Fmoc-L-Lysine t-butyl ester C(C)(C)(C)OC([C@@H](NC(=O)OCC1C2=CC=CC=C2C2=CC=CC=C12)CCCCN)=O